C(#N)CCN1N=NC(=C1)C1=CC(=C(C(=O)N([C@H]2CNCCC2)C2=NC=CC3=CC=CC(=C23)C)C=C1)F 4-[1-(2-cyanoethyl)triazol-4-yl]-2-fluoro-N-(8-methyl-1-isoquinolyl)-N-[(3R)-3-piperidyl]benzamide